8-(6-amino-5-((2-amino-3-chloropyridin-4-yl)thio)pyrazin-2-yl)-2-cyclopropyl-8-azaspiro[4.5]dec-2-en-1-amine NC1=C(N=CC(=N1)N1CCC2(CC=C(C2N)C2CC2)CC1)SC1=C(C(=NC=C1)N)Cl